ClC1=CC=C(C=C1)C1CC(C1)C(=NO)N 3-(4-chlorophenyl)-N'-hydroxycyclobutanecarboxamidine